2-[cyano-(2,6-difluoro-4-pyridinyl)amino]-N-cyclobutyl-5-methyl-thiazole-4-carboxamide C(#N)N(C=1SC(=C(N1)C(=O)NC1CCC1)C)C1=CC(=NC(=C1)F)F